FC1=CC(=CC=2N(C(=NC21)C)C(C)C)C2=CNC=1N=C(N=CC12)NC(C)C 5-(4-fluoro-1-isopropyl-2-methyl-1H-benzo[d]imidazol-6-yl)-N-isopropyl-7H-pyrrolo[2,3-d]pyrimidin-2-amine